Tert-Butyl (E)-4-(5-chloro-6-(3-ethoxy-3-oxoprop-1-en-1-yl)oxazolo[4,5-b]pyridin-2-yl)piperazine-1-carboxylate ClC1=C(C=C2C(=N1)N=C(O2)N2CCN(CC2)C(=O)OC(C)(C)C)\C=C\C(=O)OCC